isopropyl cis-3-((methylsulfonyl)amino)-2-((3-phenyl-1H-pyrazol-1-yl) methyl)piperidine-1-carboxylate CS(=O)(=O)N[C@@H]1[C@@H](N(CCC1)C(=O)OC(C)C)CN1N=C(C=C1)C1=CC=CC=C1